N-(4-(4-amino-7-methyl-5-(4-(3-methylpiperidine-1-carbonyl)phenyl)-7H-pyrrolo[2,3-d]pyrimidin-6-yl)phenyl)methacrylamide NC=1C2=C(N=CN1)N(C(=C2C2=CC=C(C=C2)C(=O)N2CC(CCC2)C)C2=CC=C(C=C2)NC(C(=C)C)=O)C